C(C=1C(O)=CC=CC1)=NCC(C)N=CC=1C(O)=CC=CC1 N,N'-bis-salicylidenepropylenediamine